C1=CC=CC=2C3=CC=CC=C3C(C12)COC(=O)NCC(=O)NCC(=O)N[C@@H](CC1=CC=CC=C1)C(=O)NCC(=O)O (((9H-fluoren-9-yl)methoxy)carbonyl)glycylglycyl-Z-phenylalanylglycine